[2H]C([2H])(C)O ethanol-1,1-d2